2,3,4,5-tetramethyl-cyclopentadienyl-dimethyl-(2-isopropyl-4-naphthyl)indenyl-silane CC=1C(C(=C(C1C)C)C)C=1C(C2=CC=CC=C2C1)[Si](C1=CC(=CC2=CC=CC=C12)C(C)C)(C)C